(R)-N-((R)-1'-(6-((2-amino-3-chloropyridin-4-yl)thio)-1,2,4-triazin-3-yl)-5,7-dihydrospiro[cyclopenta[b]pyridin-6,4'-piperidin]-5-yl)-2-methylpropan-2-sulfinamide NC1=NC=CC(=C1Cl)SC1=CN=C(N=N1)N1CCC2(CC1)[C@H](C=1C(=NC=CC1)C2)N[S@](=O)C(C)(C)C